3-methoxy-1-(2-(2-methyl-2H-pyrazolo[3,4-b]pyridin-5-yl)thieno[2,3-d]pyrimidin-6-yl)-3-(trifluoromethyl)cyclobutanol COC1(CC(C1)(O)C1=CC2=C(N=C(N=C2)C2=CC=3C(N=C2)=NN(C3)C)S1)C(F)(F)F